C1(=CC=CC=C1)C(C)OC(=O)N1CCNCCC1 1,4-diazacycloheptane-1-carboxylic acid 1-phenylethyl ester